(3-methyl-pyrazin-2-yl)-[3-(7-morpholin-4-ylquinazolin-4-yl)-4-oxocyclohexa-2,5-dien-(E)-ylidene]-acetic acid CC=1C(=NC=CN1)\C(\C(=O)O)=C\1/C=C(C(C=C1)=O)C1=NC=NC2=CC(=CC=C12)N1CCOCC1